OC=1C2=C(N(C(C1[N+](=O)[O-])=O)C)C=CS2 7-hydroxy-4-methyl-6-nitrothieno[3,2-b]pyridin-5(4H)-one